N(=[N+]=[N-])CCOCCOCCOCCOCCOCCOCCOCCOCC 1-azido-3,6,9,12,15,18,21,24-octaoxahexacosane